C(C)(C)(C)C=1C=C2C=3C=CC(=CC3C(C2=C(C1)C(C)(C)C)(C)C)N(C1=CC=C(C=C1)C1=CC=CC=C1)C=1C=C(C=CC1)B(O)O [3-(N-(6,8-ditert-butyl-9,9-dimethyl-fluoren-2-yl)-4-phenyl-anilino)phenyl]boronic acid